(E)-α-ionone CC1=CCCC(C1/C=C/C(=O)C)(C)C